ClC1=C2C=CC=NC2=CC=N1 5-chloro-1,6-naphthyridine